C(#N)C1=CC=C(C=C1)N=C=O p-cyanophenyl isocyanate